(S)-4-cyano-N-(8,9-difluoro-6-oxo-1,4,5,6-tetrahydro-2H-pyrano[3,4-c]isoquinolin-1-yl)-3-fluoro-N-methylbenzamide C(#N)C1=C(C=C(C(=O)N(C)[C@@H]2COCC=3NC(C=4C=C(C(=CC4C32)F)F)=O)C=C1)F